6-tert-butyl-10-chloro-9-(3-methoxypropoxy)3-(pyrimidin-2-yl)-6H,7H-pyrido[2,1-a]Isoquinolin-2-one C(C)(C)(C)C1N2C(C3=CC(=C(C=C3C1)OCCCOC)Cl)=CC(C(=C2)C2=NC=CC=N2)=O